N-((1-fluorocyclohexyl)methyl)-5-(pyrazolo[1,5-a]pyrimidin-5-yl)-7H-pyrrolo[2,3-d]pyrimidin-2-amine FC1(CCCCC1)CNC=1N=CC2=C(N1)NC=C2C2=NC=1N(C=C2)N=CC1